(R)-1,3-dimethyl-4-{2-[(6-(piperazin-1-yl)pyridin-3-yl)oxy]ethyl}piperazin-2-one CN1C([C@H](N(CC1)CCOC=1C=NC(=CC1)N1CCNCC1)C)=O